N-((R)-5-(5-(difluoromethyl)-1,2,4-oxadiazol-3-yl)-2,3-dihydro-1H-inden-1-yl)tetrahydrofuran-3-carboxamide FC(C1=NC(=NO1)C=1C=C2CC[C@H](C2=CC1)NC(=O)C1COCC1)F